C(C=C)N(S(=O)(=O)CC)C#CCCCCCl N-allyl-N-(6-chlorohexynyl)ethanesulfonamide